2-fluoro-4-methoxynicotinic acid benzyl ester C(C1=CC=CC=C1)OC(C1=C(N=CC=C1OC)F)=O